C(O)(O)=O.FC(C(C(F)(F)F)OCC=C)(F)F hexafluoroisopropoxymethyl ethylene carbonate